1-(4-(1-tosyl-3-(3-(trifluoromethyl)phenyl)-1H-pyrrolo[2,3-b]pyridin-5-yl)benzyl)piperidin-3-ol S(=O)(=O)(C1=CC=C(C)C=C1)N1C=C(C=2C1=NC=C(C2)C2=CC=C(CN1CC(CCC1)O)C=C2)C2=CC(=CC=C2)C(F)(F)F